ClC=1C=C2C(=NN=C(C2=CC1Cl)N1CCN(CC1)C(=O)OC(C)(C)C)OC tert-Butyl 4-(6,7-dichloro-4-methoxyphthalazin-1-yl)piperazine-1-carboxylate